5-{2-chloro-4-[(propan-2-yl)amino]-5h,6h,7h,8h-pyrido[3,4-d]pyrimidine-7-carbonyl}-6-methyl-N-(1-methylcyclopropyl)furo[2,3-d]pyrimidin-4-amine ClC=1N=C(C2=C(N1)CN(CC2)C(=O)C2=C(OC=1N=CN=C(C12)NC1(CC1)C)C)NC(C)C